8-((cyclohexylmethyl)thio)-9H-purin-6-amine C1(CCCCC1)CSC=1NC2=NC=NC(=C2N1)N